OCN1N=CC=CC1=O 1-(hydroxymethyl)-6-oxo-1,6-dihydropyridazin